C(C)C=1C=C(C=CC1OC1=CC2=C(N(N=N2)C)C=C1)NC1=NC=NC2=C1N=C(N=C2)N2CCN(CC2)C(C=C)=O 1-(4-(8-((3-ethyl-4-((1-methyl-1H-benzo[d][1,2,3]triazol-5-yl)oxy)phenyl)amino)pyrimido[5,4-d]pyrimidin-2-yl)piperazin-1-yl)prop-2-en-1-one